N-(3-(3-(4-(1-Aminocyclobutyl)phenyl)-2-(2-aminopyridin-3-yl)-3H-imidazo[4,5-b]pyridin-5-yl)phenethyl)-4-((2-(2,6-dioxopiperidin-3-yl)-1,3-dioxoisoindolin-4-yl)amino)butanamid NC1(CCC1)C1=CC=C(C=C1)N1C(=NC=2C1=NC(=CC2)C=2C=C(CCNC(CCCNC1=C3C(N(C(C3=CC=C1)=O)C1C(NC(CC1)=O)=O)=O)=O)C=CC2)C=2C(=NC=CC2)N